[C@@H]12CNC[C@H]2C1N(C(C(=O)OC)C1=CC=CC=C1)C Methyl 2-(((1R,5S,6s)-3-azabicyclo[3.1.0]hex-6-yl)(methyl)amino)-2-phenylacetate